2-thiophenate S1C(=CC=C1)C(=O)[O-]